ethyl 2-ethoxyacrylate C(C)OC(C(=O)OCC)=C